4-(6-bromopyridin-2-yl)-2-methylpiperazine-1-carboxylate BrC1=CC=CC(=N1)N1CC(N(CC1)C(=O)[O-])C